[Pb].[Sn](=O)=O tin dioxide lead